bis[4-(Vinyloxy) butyl] isophthalate C(C1=CC(C(=O)OCCCCOC=C)=CC=C1)(=O)OCCCCOC=C